6-oxo-8-(2-phenylpropan-2-yl)-3,8-diazabicyclo[3.2.1]octane-3-carboxylic acid tert-butyl ester C(C)(C)(C)OC(=O)N1CC2CC(C(C1)N2C(C)(C)C2=CC=CC=C2)=O